rac-(3S)-1-[6-[[2-fluoro-4-(trifluoromethylsulfonimidoyl)phenyl]methyl]-2-azaspiro[3.3]heptane-2-carbonyl]pyrrolidine-3-carboxamide FC1=C(C=CC(=C1)S(=O)(=N)C(F)(F)F)CC1CC2(CN(C2)C(=O)N2C[C@H](CC2)C(=O)N)C1 |r|